C(C)(C)(C)OC(=O)NC(=NC=C=O)NC(=O)OC(C)(C)C 1,3-di-tert-butoxycarbonyl-2-(carbonylmethyl)guanidine